C(C1=CC=CC=C1)O[C@@H](C)C(C(C)C)C1=CC=C(C=C1)F 1-((2S)-2-(benzyloxy)-4-methylpent-3-yl)-4-fluorobenzene